tert-butyl 4-[[6-[2-[3-(difluoromethoxy) phenoxy]pyrimidin-5-yl]pyrazin-2-yl]amino]piperidine-1-carboxylate FC(OC=1C=C(OC2=NC=C(C=N2)C2=CN=CC(=N2)NC2CCN(CC2)C(=O)OC(C)(C)C)C=CC1)F